2-(2,6-dioxopiperidin-3-yl)-5-((4-(2-methyl-5-phenylthieno[2,3-d]pyrimidin-4-yl)-3,6-dihydropyridin-1(2H)-yl)methyl)isoindoline-1,3-dione O=C1NC(CCC1N1C(C2=CC=C(C=C2C1=O)CN1CCC(=CC1)C=1C2=C(N=C(N1)C)SC=C2C2=CC=CC=C2)=O)=O